penten-4-yn-1-ol C(=CCC#C)O